allyl (6aS)-3-(benzyloxy)-6-hydroxy-2-methoxy-8-(4-methoxyphenyl)-12-oxo-6,6a,7,10-tetrahydrobenzo[e]-pyrido[1,2-a][1,4]diazepine-5(12H)-carboxylate C(C1=CC=CC=C1)OC=1C(=CC2=C(N(C([C@H]3N(C2=O)CC=C(C3)C3=CC=C(C=C3)OC)O)C(=O)OCC=C)C1)OC